C(#N)C1(CCC(CC1)N1CCN(CCC1)C(=O)OC(C)(C)C)C1=CC=CC=C1 tert-Butyl 4-(4-cyano-4-phenylcyclohexyl)-1,4-diazepane-1-carboxylate